4-allyl-6-amino-2H-benzo[B][1,4]oxazin C(C=C)N1C2=C(OCC1)C=CC(=C2)N